FC(C(=O)O)(F)F.FC(C(=O)O)(F)F.FC1=CC=C(C=C1)N1C(CCCC1)C(=O)N 4-Fluorophenyl-Piperidine-2-Carboxamide Di-Trifluoroacetate